Mercury-Cadmium Telluride [Te-2].[Cd+2].[Hg+]